N-methyl-2-(4,4,5,5-tetramethyl-1,3,2-dioxaborolan-2-yl)aniline CNC1=C(C=CC=C1)B1OC(C(O1)(C)C)(C)C